4-((3-(4-(((1S,4S)-4-(2-oxa-6-azaspiro[3.3]heptan-6-yl)cyclohexyl)amino)-1-(2,2,2-trifluoroethyl)-1H-indol-2-yl)prop-2-yn-1-yl)amino)-2-fluoro-5-methoxy-N-methyl-benzamide C1OCC12CN(C2)C2CCC(CC2)NC2=C1C=C(N(C1=CC=C2)CC(F)(F)F)C#CCNC2=CC(=C(C(=O)NC)C=C2OC)F